ClC1=C(C(=C(C=C1OC)OC)Cl)NC(N(C)C1=NC=NC(=C1)NC1=CC=C(C=C1)N1CCN(CC1)CC)=O 3-(2,6-dichloro-3,5-dimethoxyphenyl)-1-(6-((4-(4-ethylpiperazin-1-yl)phenyl)amino)pyrimidin-4-yl)-1-methylurea